benzyl(2-((8,9-difluoro-1-oxo-1,4-dihydro-2H-pyrano[3,4-c]isoquinolin-6-yl)amino)ethyl)carbamate C(C1=CC=CC=C1)OC(NCCNC1=NC2=C(C=3C=C(C(=CC13)F)F)C(COC2)=O)=O